C(C(C(CC(=O)O)C(=O)O)C(=O)O)C(=O)O 1,2,3,4-butane-tetracarboxylic acid